CC1([C@H](NC[C@@H]1OC(F)(F)F)C(=O)OC)C Methyl (2S,4R)-3,3-dimethyl-4-(trifluoromethoxy)pyrrolidine-2-carboxylate